diethylene glycol Lithium [Li].C(COCCO)O